BrC=1C(=C2C(=CC1)C(N(C[C@]21[C@H](C1)F)CC(=O)NC1=NC=C(C=N1)C#N)=O)F 2-[(2's,4r)-6-bromo-2',5-difluoro-1-oxospiro[3H-isoquinoline-4,1'-cyclopropane]-2-yl]-N-(5-cyanopyrimidin-2-yl)acetamide